FC1=CC=C(C=C1)C1COC2=C(O1)C=CC=C2C2CCN(CC2)CC2=NC=1C(=NC(=CC1)C(=O)O)N2C[C@H]2OCC2 2-((4-(2-(4-fluorophenyl)-2,3-dihydrobenzo[b][1,4]dioxin-5-yl)piperidin-1-yl)methyl)-3-(((S)-oxetan-2-yl)methyl)-3H-imidazo[4,5-b]pyridine-5-carboxylic acid